zinc-cerium [Ce].[Zn]